3-Chloro-6'-(((1S,3S)-3-((5,6-dimethylpyrazin-2-yl)amino)cyclopentyl)amino)-2H-[1,3'-bipyridin]-2-one ClC=1C(N(C=CC1)C=1C=NC(=CC1)N[C@@H]1C[C@H](CC1)NC1=NC(=C(N=C1)C)C)=O